C1(=CC=CC=C1)N1N=C2C=C(C=CC2=C1NC(OC(C)(C)C)=O)C(C(F)(F)F)O tert-Butyl (2-phenyl-6-(2,2,2-trifluoro-1-hydroxyethyl)-2H-indazol-3-yl)carbamate